4-{2-[4-methoxy-2-(naphthalene-2-sulfonamido)phenyl]ethynyl}benzoic acid COC1=CC(=C(C=C1)C#CC1=CC=C(C(=O)O)C=C1)NS(=O)(=O)C1=CC2=CC=CC=C2C=C1